O=C(CCNC=1N=[N+](C2=C([N+]1[O-])C=CC(=C2)OC(F)(F)F)[O-])OC2=CNCC2 3-((3-oxo-3-(pyrrolin-3-yloxy)propyl)amino)-7-(trifluoromethoxy)benzo[e][1,2,4]triazine-1,4-dioxide